ClC1=C(C(=O)N2CC(C2)NC(=O)N[C@@H]2CNCC2)C=CC(=C1)NC=1C=2N(C=CN1)C(=CN2)C=2C(=NN(C2)CC#N)C(F)(F)F 1-[1-[2-chloro-4-[[3-[1-(cyanomethyl)-3-(trifluoromethyl)pyrazol-4-yl]imidazo[1,2-a]pyrazin-8-yl]amino]benzoyl]azetidin-3-yl]-3-[(3S)-pyrrolidin-3-yl]urea